9-methyldecyl 8-((8-(heptadecan-9-yloxy)-8-oxooctyl)(2-hydroxyethyl)amino)-2-methyloctanoate CCCCCCCCC(CCCCCCCC)OC(CCCCCCCN(CCCCCCC(C(=O)OCCCCCCCCC(C)C)C)CCO)=O